C(#N)C1=C(N=C(S1)NC(=O)C=1C=CC(=NC1)N1CCC(CC1)C(=O)O)C1=CC=CC=C1 1-(5-(5-cyano-4-phenylthiazol-2-ylcarbamoyl)pyridin-2-yl)piperidine-4-carboxylic acid